methyl 5,7-dichloro-2-[(3-fluorophenyl)methyl]-1-oxo-3,4-dihydroisoquinoline-6-carboxylate ClC1=C2CCN(C(C2=CC(=C1C(=O)OC)Cl)=O)CC1=CC(=CC=C1)F